Butyl (E)-3-((3-butyl-3-ethyl-5-(4-fluorophenyl)-7-(methylthio)-1,1-dioxido-2,3,4,5-tetrahydro-1,5-benzothiazepin-8-yl)oxy)acrylate C(CCC)C1(CS(C2=C(N(C1)C1=CC=C(C=C1)F)C=C(C(=C2)O/C=C/C(=O)OCCCC)SC)(=O)=O)CC